F[Sb-](F)(F)(F)(F)F.OC(COC1=CC=C(C=C1)[I+]C1=CC=CC=C1)CCCCCCCCCCCC [4-[(2-hydroxytetradecyl)-oxy]phenyl]phenyliodonium hexafluoroantimonate